2,4-dichloro-5-(pyrrolidin-1-ylmethyl)pyrimidine ClC1=NC=C(C(=N1)Cl)CN1CCCC1